tert-butyl cis-4-(4-((2,6-dioxopiperidin-3-yl)amino)-2-fluorophenyl)-3'-fluoro-[1,4'-bipiperidine]-1'-carboxylate O=C1NC(CCC1NC1=CC(=C(C=C1)C1CCN(CC1)C1C(CN(CC1)C(=O)OC(C)(C)C)F)F)=O